BrC=1C=C(C(=NC1)OCCCN(C)C)NS(=O)(=O)C1=C(C=CC=C1)OC(F)(F)F N-(5-Bromo-2-(3-(dimethylamino)propoxy)pyridin-3-yl)-2-(trifluoromethoxy)benzenesulfonamide